N-(4-(2,3-dioxoindolin-4-yl)phenethyl)-2-ethynyl-thiazole-4-carboxamide O=C1NC2=CC=CC(=C2C1=O)C1=CC=C(CCNC(=O)C=2N=C(SC2)C#C)C=C1